CC1(CC1)N1C=C(C(=CC1=O)OS(=O)(=O)C(F)(F)F)C(=O)OC methyl 1-(1-methylcyclopropyl)-6-oxo-4-(trifluoromethylsulfonyloxy)pyridine-3-carboxylate